C1(=CC=CC=C1)CSCC=O 2-(phenylmethylthio)acetaldehyde